C1=CC=CC=2C3=CC=CC=C3N(C12)C1=CC=C(N)C=C1 4-(9H-carbazole-9-yl)aniline